N4-cyclopropyl-5-fluoro-N6-[(1-methylsulfonylazetidin-3-yl)methyl]-N4-[[4-(trifluoromethyl)phenyl]methyl]pyrimidine-4,6-diamine C1(CC1)N(C1=NC=NC(=C1F)NCC1CN(C1)S(=O)(=O)C)CC1=CC=C(C=C1)C(F)(F)F